benzyl (2S,4R)-4-cyclopropyl-2-(3-fluoro-4-(methoxycarbonyl)phenyl)piperidine-1-carboxylate C1(CC1)[C@H]1C[C@H](N(CC1)C(=O)OCC1=CC=CC=C1)C1=CC(=C(C=C1)C(=O)OC)F